3-(cyclopentylsulfamoyl)-4-(8,8,8-trifluorooctylamino)benzoic acid C1(CCCC1)NS(=O)(=O)C=1C=C(C(=O)O)C=CC1NCCCCCCCC(F)(F)F